tert-butyl (S,E)-4-((dimethylamino)methylene)-2-methyl-3-oxopyrrolidine-1-carboxylate CN(C)\C=C/1\C([C@@H](N(C1)C(=O)OC(C)(C)C)C)=O